C(C)[C@@H]1CN(CC[C@H]1OC1=CC(=CC=C1)C(F)(F)F)C1=CC(N(C=2C=CC(=NC12)C#N)C)=O 8-((3R,4R)-3-Ethyl-4-(3-(trifluoromethyl)phenoxy)piperidin-1-yl)-5-methyl-6-oxo-5,6-dihydro-1,5-naphthyridin-2-carbonitril